BrC1=CC=C(CN2CCN(CC2)CCCC2OC(C3=CC=CC=C23)=O)C=C1 3-(3-(4-(4-bromobenzyl)piperazin-1-yl)propyl)-1(3H)-isobenzofuranone